NC1=NC(=NC(=C1C=O)C12CC(C1)(C2)C(F)F)N2C[C@@H](O[C@@H](C2)C)C=2C=NN(C2)C2CC2 4-amino-2-((2S,6R)-2-(1-cyclopropyl-1H-pyrazol-4-yl)-6-methylmorpholino)-6-(3-(difluoromethyl)bicyclo[1.1.1]pentan-1-yl)pyrimidine-5-carbaldehyde